3-(4-methylphenyl)-2-buten-1-al CC1=CC=C(C=C1)C(=CC=O)C